4-cyclopropyl-3-(pyridin-4-yl)-N-(2-(trifluoromethyl)pyridin-4-yl)isothiazole-5-carboxamide C1(CC1)C=1C(=NSC1C(=O)NC1=CC(=NC=C1)C(F)(F)F)C1=CC=NC=C1